NCCC[Si](O[Si](C)(C)C)(C)C 3-Aminopropylpentamethyldisiloxan